COC(=O)C1=C(C2=C(O[C@@](O2)(C)[C@@H]2CC[C@H](CC2)NC(=O)OC(C)(C)C)C(=C1)Br)C methyl-(S)-7-bromo-2-(trans-4-((tert-butoxycarbonyl)amino)cyclohexyl)-2,4-dimethylbenzo[d][1,3]dioxole-5-carboxylate